(M)-7-(2-Dimethylphosphoryl-phenyl)-4-[(2S,5R)-2,5-dimethyl-4-prop-2-enoyl-piperazin-1-yl]-6-fluoro-1-(2-isopropyl-4-methyl-3-pyridyl)pyrido[2,3-d]pyrimidin-2-one CP(=O)(C)C1=C(C=CC=C1)C=1C(=CC2=C(N(C(N=C2N2[C@H](CN([C@@H](C2)C)C(C=C)=O)C)=O)C=2C(=NC=CC2C)C(C)C)N1)F